(R)-2-(4-((1-(2-methoxyethyl)piperidin-3-yl)amino)-7,8-dihydro-5H-pyrano[3,4-d]pyridazin-1-yl)-5-methylphenol COCCN1C[C@@H](CCC1)NC=1N=NC(=C2C1COCC2)C2=C(C=C(C=C2)C)O